6-bromo-7-methoxy-2-methylquinazolin-4(3H)-one BrC=1C=C2C(NC(=NC2=CC1OC)C)=O